p-bis(2,5-dihydroxy-3-bromobenzoyl)benzene tert-butyl-((1r,3r)-3-(3-(pentafluoro-λ6-sulfaneyl)phenoxy)cyclobutyl)carbamate C(C)(C)(C)N(C(O)=O)C1CC(C1)OC1=CC(=CC=C1)S(F)(F)(F)(F)F.OC1=C(C(=O)C2=CC=C(C=C2)C(C2=C(C(=CC(=C2)O)Br)O)=O)C=C(C=C1Br)O